COC=1C=C(OC2CC(C2)N2CCOC3(C2)CCN(CC3)C(=O)OC(C)(C)C)C=CC1C(=O)OC tert-Butyl 4-[3-(3-methoxy-4-methoxycarbonyl-phenoxy)cyclobutyl]-1-oxa-4,9-diazaspiro[5.5]undecane-9-carboxylate